S1C=NC2=C1C=CC(=C2)NC2=C1C(=NC=C2)SC(=C1)[C@H]1[C@H](N(CCC1)CCO)C 2-((2R,3R)-3-(4-(benzo[d]thiazol-5-ylamino)thieno[2,3-b]pyridin-2-yl)-2-methylpiperidin-1-yl)ethan-1-ol